CC1=C(C(=NN1)C1=C(C=C(C=C1)O)O)C1=CC=CC=C1 4-(5-methyl-4-phenyl-1H-pyrazol-3-yl)benzene-1,3-diol